3-(4-(2-(3,3-difluorocycloheptyl)-2-(1-methyl-1H-pyrazole-5-carboxamido)acetamido)phenyl)-2,4-dimethylpyridine 1-oxide FC1(CC(CCCC1)C(C(=O)NC1=CC=C(C=C1)C=1C(=[N+](C=CC1C)[O-])C)NC(=O)C1=CC=NN1C)F